methyl 8-[[(1R)-1-[(2S,4R)-4-hydroxy-2-[[4-(4-methylthiazol-5-yl)phenyl]methylcarbamoyl]pyrrolidine-1-carbonyl]-2,2-dimethyl-propyl]amino]-8-oxo-octanoate O[C@@H]1C[C@H](N(C1)C(=O)[C@@H](C(C)(C)C)NC(CCCCCCC(=O)OC)=O)C(NCC1=CC=C(C=C1)C1=C(N=CS1)C)=O